OC/C(=C/C(=O)O)/C (E)-4-hydroxy-3-methyl-2-butenoic acid